ClC1=C(C=C(C=C1)C1=CC=C(S1)CC1=C2N=C(C(=NC2=CC=C1)C(=O)N)C1=CC(=CC=C1)F)C ((5-(4-chloro-3-methylphenyl)thiophen-2-yl)methyl)-(3-fluorophenyl)quinoxaline-2-carboxamide